FC=1C=C2C=3C[C@H](CCC3NC2=C(C1)F)NC1=NC(=NC=2N1N=CC2C(C)C)C=2C=NC=C(C2)F (3S)-6,8-difluoro-N-[2-(5-fluoro-3-pyridinyl)-8-isopropyl-pyrazolo[1,5-a][1,3,5]Triazin-4-yl]-2,3,4,9-tetrahydro-1H-carbazol-3-amine